FC=1C=C(C=C(C1)F)[C@@H]1N(OCC1)C1=CC(=NC=N1)NC=1C(=CC(=C(C1)NC(C=C)=O)N1C[C@H]2N(CC[C@H]2C1)C)OC N-(5-((6-((R)-3-(3,5-difluorophenyl)isoxazolidine-2-yl)pyrimidine-4-yl)amino)-4-methoxy-2-((3aS,6aS)-1-methylhexahydropyrrolo[3,4-b]pyrrole-5(1H)-yl)phenyl)acrylamide